N-(cis-3-(2-(4-(2,3-dichlorophenyl)piperazin-1-yl)ethyl)cyclobutyl)oxazole-2-carboxamide ClC1=C(C=CC=C1Cl)N1CCN(CC1)CC[C@H]1C[C@H](C1)NC(=O)C=1OC=CN1